2-nitroethan-1-ol [N+](=O)([O-])CCO